4-[[4-[2-(2-amino-3-pyridyl)-5-phenyl-imidazo[4,5-b]pyridin-3-yl]anilino]methyl]benzoic acid NC1=NC=CC=C1C1=NC=2C(=NC(=CC2)C2=CC=CC=C2)N1C1=CC=C(NCC2=CC=C(C(=O)O)C=C2)C=C1